C1(CC1)C(=O)NC=1C=C2C(=CN=C(C2=CN1)NC)C=1OC2=C(N1)C=C(C=C2)C(=O)NC2CC2 2-[6-(cyclopropanecarbonylamino)-1-(methylamino)-2,7-naphthyridin-4-yl]-N-cyclopropyl-1,3-benzoxazole-5-carboxamide